BrC1=CNC(C2=CC=C(C=C12)Cl)=O 4-Bromo-6-chloroisoquinolin-1(2H)-one